3-amino-N-[(6R)-2-[(3R,4R)-3-amino-4-(fluoromethyl)pyrrolidin-1-yl]-5,6,7,8-tetrahydroquinazolin-6-yl]-6-methylthieno[2,3-b]pyridine-2-carboxamide NC1=C(SC2=NC(=CC=C21)C)C(=O)N[C@H]2CC=1C=NC(=NC1CC2)N2C[C@@H]([C@@H](C2)CF)N